N-{1-methyl-1H-pyrazolo[3,4-d]pyrimidin-4-yl}-1-[(oxolan-2-yl)methyl]-1H-pyrazol-4-amine CN1N=CC=2C1=NC=NC2NC=2C=NN(C2)CC2OCCC2